(2,2,6,6-tetramethyl-4-piperidyl) Propane-1,1,2,3-tetracarboxylate C(C(CC(=O)[O-])C(=O)[O-])(C(=O)OC1CC(NC(C1)(C)C)(C)C)C(=O)[O-]